(R)-N'-((1,2,3,5,6,7-hexahydro-s-indacen-4-yl)carbamoyl)-3,3-dimethyl-2,3-dihydropyrazolo[5,1-b]oxazole-7-sulfonimidamide C1CCC2=C(C=3CCCC3C=C12)NC(=O)N=[S@](=O)(N)C=1C=NN2C1OCC2(C)C